CCC(C)S(=O)N=C1COC1 (±)-Methyl-N-(oxetan-3-ylidene)propane-2-sulfinamide